FC(C(C=1NC=CN1)N1C[C@]2(CCN3N=C(C=C32)C=3C=C(C(=NC3)N)C(F)(F)F)CC1)F 5-{(3R)-1-[2,2-difluoro-1-(1H-imidazol-2-yl)ethyl]-5',6'-dihydrospiro[pyrrolidine-3,4'-pyrrolo[1,2-b]pyrazol]-2'-yl}-3-(trifluoromethyl)pyridin-2-amine